4-(1-(4-allylphenyl)-2-(dimethyl-(phenyl)silyl)ethyl)pyridine C(C=C)C1=CC=C(C=C1)C(C[Si](C1=CC=CC=C1)(C)C)C1=CC=NC=C1